C(C)(C)(C)C=1C=C2CC3(COC3)CC2=CC1 5-tert-butyl-indan-2-spiro-3'-oxetane